7-sulfanyl-1H-imidazo[4,5-b]Pyridine SC1=C2C(=NC=C1)N=CN2